2-(2-(3-fluoropiperidin-1-yl)pyrimidin-5-yl)-4-oxo-6,7-dihydrothiazolo[5,4-c]pyridine FC1CN(CCC1)C1=NC=C(C=N1)C=1SC=2C(NCCC2N1)=O